COC(C(C(=O)[O-])NC(C(C)C)=O)C1=CC=CC=C1 3-methoxy-2-(methylpropanamido)-3-phenylpropionate